3-(((S)-7-((R)-3-(2,5-Difluoro-phenyl)-1,1-dioxidothio-morpholine-4-carbonyl)-10-hydroxy-7-aza-spiro[4.5]decan-10-yl)methyl)-6-phenylpyrimidin-4(3H)-one FC1=C(C=C(C=C1)F)[C@H]1N(CCS(C1)(=O)=O)C(=O)N1CC2(CCCC2)[C@](CC1)(O)CN1C=NC(=CC1=O)C1=CC=CC=C1